2-(3,4-dimethoxyphenyl)-9-methyl-7-[(3R)-3-methylpiperazin-1-yl]-4H-pyrido[1,2-a]pyrimidin-4-one COC=1C=C(C=CC1OC)C=1N=C2N(C(C1)=O)C=C(C=C2C)N2C[C@H](NCC2)C